3-ethoxy-1H-indene-7-carbonitrile C(C)OC1=CCC2=C(C=CC=C12)C#N